C12(OCC(C1)C2)C2=NC(=CC(=N2)NC2=CC(=NC=C2C2=NN(C=C2)C)NC(C)=O)C N-(4-((2-(2-oxabicyclo[2.1.1]hexan-1-yl)-6-methylpyrimidin-4-yl)amino)-5-(1-methyl-1H-pyrazol-3-yl)pyridin-2-yl)acetamide